4-(1-bromo-8,9,10,11-tetrahydro-3H-pyrazolo[4,3-a]phenanthridin-7-yl)phenol BrC1=NNC=2C1=C1C=3CCCCC3C(=NC1=CC2)C2=CC=C(C=C2)O